N(=[N+]=[N-])CCC1=CC=CC2=C1N(C(=N2)CNC(OCC2=CC=CC=C2)=O)COCC[Si](C)(C)C benzyl {[7-(2-azidoethyl)-1-{[2-(trimethylsilyl)ethoxy]methyl}-1H-benzimidazol-2-yl]methyl}carbamate